15-guanidino-3-hydroxypentadecanoic acid N(C(=N)N)CCCCCCCCCCCCC(CC(=O)O)O